9'-((2-chloro-4-phenoxyphenyl)(hydroxy)methyl)-3-hydroxy-4',7'-dihydrospiro[cyclopentane-1,2'-pyrrolo[3',2':5,6]pyrido[3,4-b]pyrazin]-3'(1'H)-one ClC1=C(C=CC(=C1)OC1=CC=CC=C1)C(C1=CNC2=C1C1=C(NC(C3(N1)CC(CC3)O)=O)C=N2)O